C(C)(C)(C)OC(=O)NCC=1C=C(C=NC1)C(CC(=O)O)N1N=CC2=CC(=CC=C12)OCCC1=NC=2NCCCC2C=C1 3-(5-(((tert-Butoxycarbonyl)amino)methyl)pyridin-3-yl)-3-(5-(2-(5,6,7,8-tetrahydro-1,8-naphthyridin-2-yl)ethoxy)-1H-indazol-1-yl)propanoic acid